N-(7-methyl-3-chloropyrazolo[1,5-a]pyridin-5-yl)-1-(2-oxo-1,2-dihydrobenzo[cd]indol-6-yl)-5-trifluoromethyl-1H-pyrazole-4-carboxamide CC1=CC(=CC=2N1N=CC2Cl)NC(=O)C=2C=NN(C2C(F)(F)F)C=2C=1C3=C(C(NC3=CC2)=O)C=CC1